FC(OCC(C)(C)NC(C(=O)C1=C(C(=C(N1C)C)C(=O)NC1=CC(=C(C=C1)F)C)C)=O)F 5-(2-((1-(difluoromethoxy)-2-methylpropan-2-yl)amino)-2-oxoacetyl)-N-(4-fluoro-3-methylphenyl)-1,2,4-trimethyl-1H-pyrrole-3-carboxamide